1-(butane-2-yl)-5-(3-phenylpropyl)-1H-pyrrole-2-carboxylate CC(CC)N1C(=CC=C1CCCC1=CC=CC=C1)C(=O)[O-]